6-(5-chloro-2-fluorophenyl)-N3-methyl-N3-(oxolane-3-yl)pyridazine-3,4-diamine ClC=1C=CC(=C(C1)C1=CC(=C(N=N1)N(C1COCC1)C)N)F